CC(C)(C)[S@](=O)N[C@@H](C)C=1N=CSC1 (S)-2-methyl-N-((S)-1-(thiazol-4-yl)ethyl)propane-2-sulfinamide